OCCOC(=O)C1=CC2=C(NC(=N2)CCP(O)(=O)C2=CC=CC=C2)C=C1.C(CCC)N1CN(C=C1)C 1-butyl-3-methylimidazole 2-(5-hydroxyethoxycarbonyl-1H-benzimidazol-2-yl)ethylphenyl-phosphinate